6-CHLORO-5-FORMYL-1-ISOPROPYL-4-METHYL-2-OXO-1,2-DIHYDRO-PYRIDINE-3-CARBONITRILE ClC1=C(C(=C(C(N1C(C)C)=O)C#N)C)C=O